ClC=1C=C(C(=C(C1)C1=C2C(=NC=C1)NC(=N2)C)O[C@@H]2CNCCC2)C (S)-7-(5-chloro-3-methyl-2-(piperidin-3-yloxy)phenyl)-2-methyl-3H-imidazo[4,5-b]pyridine